7-bromo-6-chloro-5,8-difluoroquinazoline-2,4-diol BrC1=C(C(=C2C(=NC(=NC2=C1F)O)O)F)Cl